6-iodoquinazoline-4-amine IC=1C=C2C(=NC=NC2=CC1)N